C(C)OC(C=C(C1=CC=C(C=C1)OC)C1=CC=C(C=C1)OC)=O di(4'-methoxyphenyl)acrylic acid ethyl ester